trimethylenebis(triethylammonium) C(C)[N+](CCC[N+](CC)(CC)CC)(CC)CC